FC1=C(C=C(C=C1)NC(=O)C1=C(N(C(=C1C)C(C(=O)N[C@H]1COC[C@@H]1N1CCOCC1)=O)C)C)C N-(4-fluoro-3-methylphenyl)-1,2,4-trimethyl-5-(2-(((3R,4R)-4-morpholinotetrahydrofuran-3-yl)amino)-2-oxoacetyl)-1H-pyrrole-3-carboxamide